FC1=C(C=CC(=C1)B1OC(C(O1)(C)C)(C)C)CC=1N(C2=C(N1)C=CC(=C2)C(=O)OC)CCOC Methyl 2-[[2-fluoro-4-(4,4,5,5-tetramethyl-1,3,2-dioxaborolan-2-yl)phenyl]methyl]-3-(2-methoxyethyl)benzimidazole-5-carboxylate